palladium(II) bis(tri-p-tolylphosphine) dibromide [Br-].[Br-].C1(=CC=C(C=C1)P(C1=CC=C(C=C1)C)C1=CC=C(C=C1)C)C.C1(=CC=C(C=C1)P(C1=CC=C(C=C1)C)C1=CC=C(C=C1)C)C.[Pd+2]